NC(CC(C(=O)NC1=CC=C(C(=O)NC2=C(C(=C(C(=O)O)C=C2)O)OC(C)C)C=C1)NC(C1=CC=C(C=C1)NC(=O)C=1SC(=CC1)C#N)=O)=O 4-(4-(4-amino-2-(4-(5-cyanothiophene-2-amido)benzamido)-4-oxo-butyramido)benzamido)-2-hydroxy-3-isopropoxy-benzoic acid